C(C)(C)(C)NNC(C1=C(C=CC=C1F)F)=O 2,6-difluoro-benzoic acid N'-t-butylhydrazide